C(=O)O.FC1=C(C=CC=C1)[C@H](C(=O)N1CC2=NN(C=C2C1)S(=O)(=O)C=1C=C2C=CC=NC2=CC1)NCCO (R)-2-(2-fluorophenyl)-2-((2-hydroxyethyl)amino)-1-(2-(quinolin-6-ylsulfonyl)-2,6-dihydropyrrolo[3,4-c]pyrazol-5(4H)-yl)ethan-1-one formate